C1(CCC1)C(=O)O.C1(CCC1)C(=O)O.IC1=C(C(=C(C=C1)C)C)C iodotrimethylbenzene bis(cyclobutanecarboxylate)